4-[(3aR,6aR)-hexahydro-2H-furo[3,2-b]pyrrol-4-yl]-6-[4-(3-methylphenyl)-1,3-thiazol-2-yl]-2-[(oxolan-2-yl)methoxy]pyrimidine O1CC[C@H]2N(CC[C@H]21)C2=NC(=NC(=C2)C=2SC=C(N2)C2=CC(=CC=C2)C)OCC2OCCC2